3-(methanesulfonyloxymethyl-phenyl)-piperazine-1-carboxylic acid tert-butyl ester C(C)(C)(C)OC(=O)N1CC(NCC1)C1=C(C=CC=C1)COS(=O)(=O)C